2-amino-5-(4-((1S,5R)-3-(4,4-difluorocyclohexyl)-3-azabicyclo[3.1.0]hex-1-yl)phenyl)-N-((1R,4S)-4-hydroxy-4-methylcyclohexyl)nicotinamide NC1=C(C(=O)NC2CCC(CC2)(C)O)C=C(C=N1)C1=CC=C(C=C1)[C@]12CN(C[C@@H]2C1)C1CCC(CC1)(F)F